(+-)-4-[3-(2-chloro-4-dimethylphosphoryl-phenyl)-1,4-oxazepan-4-yl]-6-methyl-pyrimidin-2-amine ClC1=C(C=CC(=C1)P(=O)(C)C)[C@@H]1COCCCN1C1=NC(=NC(=C1)C)N |r|